(E)-5,4'-di(tert-butyldimethylsilyl)-3-hydroxy-stilbene [Si](C)(C)(C(C)(C)C)C=1C=C(C=C(C1)\C=C\C1=CC=C(C=C1)[Si](C)(C)C(C)(C)C)O